N[C@H]1C(N(C2=C(C(C1)(F)F)C=C(C(=C2)C=2OC(=NN2)C(C)(S(=O)(=O)C)C)F)CC2=CC=C(C=C2)C2=NOC(=N2)C(F)(F)F)=O (3R)-3-amino-5,5,7-trifluoro-8-[5-(1-methyl-1-methylsulfonyl-ethyl)-1,3,4-oxadiazol-2-yl]-1-[[4-[5-(trifluoromethyl)-1,2,4-oxadiazol-3-yl]phenyl]methyl]-3,4-dihydro-1-benzazepin-2-one